5,10-dihydro-5,10-diethylphenazine C(C)N1C=2C=CC=CC2N(C2=CC=CC=C12)CC